OC[C@]1(O)[C@@H](O)[C@H](O)[C@H](O1)CO β-D-fructofuranose